Cobalt-zirconium [Zr].[Co]